CC1=[NH+]CC[C@H](N1)C(=O)[O-] The molecule is a zwitterion obtained by transfer of a proton from the carboxy group to the nitrogen alpha to the carboxy group. The major species at pH 7.3. It is a tautomer of an ectoine.